ClC1=CNC2=C(C=CC(=C12)Cl)NS(=O)(=O)C1=CC=C(C=C1)S(=O)(=O)N1CCCCC1 N-(3,4-dichloro-1H-indol-7-yl)-4-(piperidin-1-yl-sulfonyl)benzenesulfonamide